4-((3S)-1-(1-((2-(3,5-difluorobenzyl)oxazol-4-yl)amino)-1-oxopropan-2-yl)-4,4-difluoropiperidin-3-yl)pyridine 1-oxide FC=1C=C(CC=2OC=C(N2)NC(C(C)N2C[C@@H](C(CC2)(F)F)C2=CC=[N+](C=C2)[O-])=O)C=C(C1)F